N,5-dimethyl-3-oxo-2,3-dihydro-1H-indazole CN1NC(C2=CC(=CC=C12)C)=O